chlorooxaloacetate ClC(C(=O)[O-])C(=O)C(=O)O